1-(2-(2-(5-(3-ethoxy-3-oxo-1-(1,2,3,4-tetrahydroisoquinolin-7-yl)propyl)-4-methyl-1H-benzo[d][1,2,3]triazol-1-yl)ethoxy)ethyl)piperidine-4-carboxylic acid C(C)OC(CC(C1=CC=C2CCNCC2=C1)C1=C(C2=C(N(N=N2)CCOCCN2CCC(CC2)C(=O)O)C=C1)C)=O